C(CC)N(C1=CC(=C(C=O)C=C1)C)CCC 4-(dipropylamino)-2-methylbenzaldehyde